NCCC=1C=C(C=CC1)N1N=C(N=N1)S 2-(3-(2-aminoethyl)-phenyl)-5-mercaptotetrazole